OC1=NC2=NC=NC(=C2N1)N 8-(hydroxy)adenine